FC(C=1N=CC=2N(C1)C(=CN2)C2=NC=CC(=N2)N2CC1N(CC2)C(NC1)=O)(F)F 7-(2-(6-(Trifluoromethyl)imidazo[1,2-a]pyrazin-3-yl)pyrimidin-4-yl)hexahydroimidazo[1,5-a]pyrazin-3(2H)-one